1-[2-(3-chlorophenyl)-2-methoxy-ethyl]-3-norbornan-2-yl-urea ClC=1C=C(C=CC1)C(CNC(=O)NC1C2CCC(C1)C2)OC